ClC1=C(C2=C(OCO2)C=C1NC1=NC(=CC(=N1)C)NC)C=1CCCN(CC1)C(=O)OC(C)(C)C tert-butyl 5-[5-chloro-6-[[4-methyl-6-(methylamino)pyrimidin-2-yl]amino]-1,3-benzodioxol-4-yl]-2,3,4,7-tetrahydroazepine-1-carboxylate